CN(C)CCCCCC.[Li] lithium dimethylaminonormal hexane